benzyl (3S)-3-carbamoyl-3-methyl-pyrrolidine-1-carboxylate C(N)(=O)[C@@]1(CN(CC1)C(=O)OCC1=CC=CC=C1)C